C(C1=CC=CC=C1)OC1OC(COC1)OCC1=CC=CC=C1 2,6-dibenzyloxy-1,4-dioxane